Tert-butyl N-[3-[[(2S)-2-amino-6-(tertbutoxycarbonylamino)hexanoyl]amino]-2-hydroxy-propyl]-N-[3-(tert-butoxycarbonylamino)-2-hydroxy-propyl]carbamate N[C@H](C(=O)NCC(CN(C(OC(C)(C)C)=O)CC(CNC(=O)OC(C)(C)C)O)O)CCCCNC(=O)OC(C)(C)C